C(C)(=O)OCCCCCCCC\C=C/C=CCC (Z)-9,11-tetradecadien-1-yl acetate